FC(F)(F)C1=C(C(=NC=C1)N)N (trifluoromethyl)pyridine-2,3-diamine